3-(2-aminoethyl)-1H-indol-5-yl benzoate C(C1=CC=CC=C1)(=O)OC=1C=C2C(=CNC2=CC1)CCN